5-[(2,4-Dinitrophenoxy)methyl]-1-methyl-2-nitro-1H-imidazol [N+](=O)([O-])C1=C(OCC2=CN=C(N2C)[N+](=O)[O-])C=CC(=C1)[N+](=O)[O-]